ClC=1C(=C(C=C(C1)CC)N1CCN(CC1)CC(CCNC(=O)C=1NC2=CC=CC=C2C1)O)OC N-(4-(4-(3-chloro-5-ethyl-2-methoxyphenyl)piperazin-1-yl)-3-hydroxybutyl)-1H-indole-2-carboxamide